BrC1=C(NC(=O)C2=CC(=NN2C2=NC=CC=C2Cl)Br)C(=CC(=C1)Cl)C(N[C@H](C)C1CC1)=O |r| 2',3-dibromo-4'-chloro-1-(3-chloro-2-pyridyl)-6'-{[(1RS)-1-cyclopropylethyl]carbamoyl}-1H-pyrazole-5-carboxanilide